COC=1C=CC2=C(C=C(O2)C(=O)N[C@H](C(=O)O)CC=2C=NC=CC2)C1 (2S)-2-[(5-methoxy-1-benzofuran-2-carbonyl)amino]-3-pyridin-3-ylpropanoic acid